(S)-N-(2-amino-2-oxoethyl)-1-(((S)-5-oxopyrrolidine-2-carbonyl)-L-histidyl-L-tryptophyl-L-seryl-L-tyrosylglycyl-L-leucyl-L-arginyl)pyrrolidine-2-carboxamide NC(CNC(=O)[C@H]1N(CCC1)C([C@@H](NC([C@@H](NC(CNC([C@@H](NC([C@@H](NC([C@@H](NC([C@@H](NC(=O)[C@H]1NC(CC1)=O)CC1=CNC=N1)=O)CC1=CNC2=CC=CC=C12)=O)CO)=O)CC1=CC=C(C=C1)O)=O)=O)CC(C)C)=O)CCCNC(N)=N)=O)=O